2-(4-(2-((tert-butoxycarbonyl) amino)ethyl)phenoxy)ethyl-4-methylbenzenesulfonate C(C)(C)(C)OC(=O)NCCC1=CC=C(OCCOS(=O)(=O)C2=CC=C(C=C2)C)C=C1